1-octylnonyl 8-[3-(2,5-dioxopyrrolidin-1-yl)oxycarbonyloxy-2-[8-(1-octylnonoxy)-8-oxo-octoxy]propoxy]octanoate O=C1N(C(CC1)=O)OC(=O)OCC(COCCCCCCCC(=O)OC(CCCCCCCC)CCCCCCCC)OCCCCCCCC(=O)OC(CCCCCCCC)CCCCCCCC